methyl pyrido[3',2':5,6]pyrimido[1,2-a]indole-9-carboxylate N1=CC=CC=2C=NC=3N(C4=CC=C(C=C4C3)C(=O)OC)C21